(1R,3S)-3-(tert-butyldiphenylsilyloxymethyl)cyclohexan-1-ol [Si](C1=CC=CC=C1)(C1=CC=CC=C1)(C(C)(C)C)OC[C@@H]1C[C@@H](CCC1)O